C1(=CC=CC=C1)N1C=2C=C(C(=C(C2C=2C(=C(C3=C(C12)NC=1C=CC(=C(C13)[2H])[2H])[2H])[2H])[2H])[2H])[2H] 11-phenyl-11,12-dihydroindolo[2,3-a]carbazole-3,4,5,6,7,8,9-d7